dibutyl-hexadecanedioic acid C(CCC)C(C(=O)O)(CCCCCCCCCCCCCC(=O)O)CCCC